C(C)N1C2=CC=C(C=C2C=2C=C(C=CC12)C(C)=O)C(C1=C(C=CC=C1)C)=O (1-[9-ethyl-6-(2-methylbenzoyl)-9H-carbazol-3-yl])ethanone